3-isopropyl-4-methyl-1H-1,2,4-triazol-5(4H)-one C(C)(C)C1=NNC(N1C)=O